2-(2-(1-(Cyclopropylsulfonyl)-1H-pyrazol-4-yl)pyrimidin-4-yl)-5-(1-(difluoromethyl)-1H-pyrazol-3-yl)-N4-(4-fluorocyclohexyl)pyridine-2,4-diamine C1(CC1)S(=O)(=O)N1N=CC(=C1)C1=NC=CC(=N1)C1(NC=C(C(=C1)NC1CCC(CC1)F)C1=NN(C=C1)C(F)F)N